C(C)(C)(C)OC(=O)N1[C@@H](CC[C@@H]1C)C(N(C)C1=CC=C(C=C1)F)=O.N1=CC=C(C=C1)CCC1=CC=NC=C1 1,2-Bis(4-pyridyl)ethane tert-butyl-(2S,5S)-2-((4-fluorophenyl)(methyl)carbamoyl)-5-methylpyrrolidine-1-carboxylate